COC(C)(C)C1CC=C(CC1)C 4-(2-methoxypropan-2-yl)-1-methylcyclohexene